C(#N)C1CN(C[C@@H](C1)NC=1C2=C(N=CN1)N(C=C2)C(C2=CC=CC=C2)(C2=CC=CC=C2)C2=CC=CC=C2)C(=O)OC(C)(C)C (5R)-tert-Butyl 3-cyano-5-((7-trityl-7H-pyrrolo[2,3-d]pyrimidin-4-yl)amino)piperidine-1-carboxylate